4-methylpentanoic acid methyl ester hydrochloride Cl.COC(CCC(C)C)=O